hydroxyimidazole bromine salt [Br].OC=1NC=CN1